C([C@H]([C@@H](C(=O)CO)O)O)OP(=O)([O-])[O-] The molecule is an organophosphate oxoanion that is the dianion of D-xylulose 5-phosphate arising from deprotonation of the phosphate OH groups; major species at pH 7.3. It has a role as a human metabolite and a Saccharomyces cerevisiae metabolite. It is a conjugate base of a D-xylulose 5-phosphate.